tert-Butyl N-[[(3S)-1-[4-[(5-Cyclopentyl-1H-pyrazol-3-yl)amino]pyrimidin-2-yl]pyrrolidin-3-yl]methyl]carbamate C1(CCCC1)C1=CC(=NN1)NC1=NC(=NC=C1)N1C[C@@H](CC1)CNC(OC(C)(C)C)=O